N-{2-[(3S,4R)-3-fluoro-4-(2H3)methoxy-piperidin-1-yl]pyrimidin-4-yl}-8-[(2R,3S)-3-(methanesulfonyl-methyl)-2-methylazetidin-1-yl]-5-(propan-2-yl)-2,6-naphthyridin-3-amine F[C@H]1CN(CC[C@H]1OC([2H])([2H])[2H])C1=NC=CC(=N1)NC=1N=CC2=C(C=NC(=C2C1)C(C)C)N1[C@@H]([C@H](C1)CS(=O)(=O)C)C